4-[[3-(methylamino)azetidin-1-yl]methyl]pyrrolidin-2-one 8-Hydroxy-6-oxo-6H-benzo[c]chromen-3-yl-(tertbutoxycarbonyl)tryptophanate OC=1C=CC2=C(C(OC3=CC(=CC=C23)N([C@@H](CC2=CNC3=CC=CC=C23)C(=O)O)C(=O)OC(C)(C)C)=O)C1.CNC1CN(C1)CC1CC(NC1)=O